ClC1=C(C=C2C(C3=C(N(C2=C1)C[C@@H]1N(CCC1)C(C)C)CN1C(C2=C(C=C13)[C@@](C(OC2)=O)(O)CC)=O)=O)F (S)-9-chloro-4-ethyl-8-fluoro-4-hydroxy-11-(((R)-1-isopropylpyrrolidin-2-yl)methyl)-1,12-dihydro-14H-pyrano[3',4':6,7]indolizino[2,1-b]quinoline-3,6,14(4H,11H)-trione